2-(6-Chloropyridazin-3-yl)-2-(o-methylphenyl)acetonitrile ClC1=CC=C(N=N1)C(C#N)C1=C(C=CC=C1)C